O=C1CC(N(C1)C(=O)N)C(=O)N 4-oxopyrrolidine-1,2-dicarboxamide